(R)-2-(4-(oxazol-2-yl)phenyl)-4-(((2-(trifluoromethyl)pyridin-3-yl)methyl)amino)-6,7-dihydrothieno[3,2-d]pyrimidine 5-oxide O1C(=NC=C1)C1=CC=C(C=C1)C=1N=C(C2=C(N1)CC[S@]2=O)NCC=2C(=NC=CC2)C(F)(F)F